(S)-1-(3-(4-Amino-5-iodo-7H-pyrrolo[2,3-d]pyrimidin-7-yl)pyrrolidin-1-yl)propan NC=1C2=C(N=CN1)N(C=C2I)[C@@H]2CN(CC2)CCC